2-(trimethylsilyl)ethyl 4,4-difluoro-3-(6-oxo-1,6-dihydropyridin-3-yl)piperidine-1-carboxylate FC1(C(CN(CC1)C(=O)OCC[Si](C)(C)C)C1=CNC(C=C1)=O)F